Methyl (N-(tert-butoxycarbonyl)-2-(((2RS,4R)-6-hydroxy-4-methylhexan-2-yl)oxy)-4-methylphenylsulfonimidoyl)-L-prolinate C(C)(C)(C)OC(=O)N=S(=O)(C1=C(C=C(C=C1)C)O[C@H](C)C[C@@H](CCO)C)N1[C@@H](CCC1)C(=O)OC |&1:18|